6-(4-(5-((6-(Cyclopropylmethoxy)-3-oxoisobenzofuran-1(3H)-ylidene)methyl)-2-fluorobenzoyl)piperazin-1-yl)nicotinonitrile C1(CC1)COC1=CC=C2C(OC(C2=C1)=CC=1C=CC(=C(C(=O)N2CCN(CC2)C2=NC=C(C#N)C=C2)C1)F)=O